8-(4-(4-(6-((2-(2,6-dioxopiperidin-3-yl)-1-oxoisoindolin-5-yl)thio)hexanoyl)piperazin-1-yl)piperidin-1-yl)-9-ethyl-6,6-dimethyl-11-oxo-6,11-dihydro-5H-benzo[b]carbazole-3-carbonitrile O=C1NC(CCC1N1C(C2=CC=C(C=C2C1)SCCCCCC(=O)N1CCN(CC1)C1CCN(CC1)C=1C(=CC2=C(C(C=3NC4=CC(=CC=C4C3C2=O)C#N)(C)C)C1)CC)=O)=O